N-isopropyl-2-(4-isopropyl-5-(8-methyl-[1,2,4]triazolo[1,5-a]pyridin-6-yl)-1H-pyrazol-3-yl)benzo[d]thiazol-6-amine C(C)(C)NC1=CC2=C(N=C(S2)C2=NNC(=C2C(C)C)C=2C=C(C=3N(C2)N=CN3)C)C=C1